C12C(C3CC(CC(C1)C3)C2)NCCNC(=O)C2=NN(C(=C2C)C2=CC=C(C=C2)Cl)C2=C(C=C(C=C2)C#N)C N-(2-((1r,3r,5r,7r)-adamantan-2-ylamino)ethyl)-5-(4-chloro-phenyl)-1-(4-cyano-2-methyl-phenyl)-4-methyl-1H-pyrazole-3-carboxamide